C(C)(C)(C)OC(=O)C1=CC(=NC=2N1N=C(C2C#N)NCC2=CC(=CC=C2)F)N[C@@H]2CN(CCC2)C(=O)OC(C)(C)C tert-butyl (S)-3-(7-(tert-butoxycarbonyl)(3-fluorobenzyl)amino-3-cyanopyrazolo[1,5-a]pyrimidin-5-yl)aminopiperidine-1-carboxylate